ethyl 4-((3,4-dicyano-13-(4-oxobutoxy)-1,2,5,6-tetrahydrodibenzo[c,g]phenanthren-8-yl)oxy)butanoate C(#N)C1=C(C=2CCC3=C(C2C=2C4=C(CCC12)C=C(C=C4)OCCCC=O)C=CC(=C3)OCCCC(=O)OCC)C#N